tert-butyl (1-(4-methyl-3-((1-(7-methylquinolin-5-yl)cyclopropyl) carbamoyl)phenoxy)propan-2-yl)carbamate CC1=C(C=C(OCC(C)NC(OC(C)(C)C)=O)C=C1)C(NC1(CC1)C1=C2C=CC=NC2=CC(=C1)C)=O